ClC1=C(C=CC=C1OC)C=1C(=C2C(=NC(=NN2C1)C=1N(C=CN1)C)O)C (2-chloro-3-methoxyphenyl)-5-methyl-2-(1-methyl-1H-imidazol-2-yl)pyrrolo[2,1-f][1,2,4]triazin-4-ol